piperazine-4-carboxylic acid-lithium salt [Li+].N1CCN(CC1)C(=O)[O-]